dimethyl-(2,3,4,5-tetramethyl-cyclopentadienyl)silane r-butyl-(5R,8S)-8-carbamoyl-4-oxo-2-phenyl-1,3,7-triazaspiro[4.4]non-1-ene-7-carboxylate C(CCC)OC(=O)N1C[C@@]2(C(NC(=N2)C2=CC=CC=C2)=O)C[C@H]1C(N)=O.C[SiH](C1C(=C(C(=C1C)C)C)C)C